ClC1=CC(=C(C=N1)C#CC(C1=CC=CC=C1)N1CCOCC1)F 4-((6-chloro-4-fluoropyridin-3-ylethynyl)benzyl)morpholine